(3R)-3-amino-7-(5-tert-butyl-1,2,4-oxadiazol-3-yl)-5-[(4-chlorophenyl)methyl]-8-fluoro-1-imino-1-oxo-2,3-dihydro-1λ6,5-benzothiazepin-4-one N[C@H]1CS(C2=C(N(C1=O)CC1=CC=C(C=C1)Cl)C=C(C(=C2)F)C2=NOC(=N2)C(C)(C)C)(=O)=N